[N-]=C=O.[N-]=C=O.C(C1=CC=CC=C1)(=O)CC(C1=CC=CC=C1)=O dibenzoylmethane diisocyanate